(2-methyl-4-(naphthalen-2-yl)quinolin-6-yl)(4-(oxetan-3-yl)piperazin-1-yl)methanone CC1=NC2=CC=C(C=C2C(=C1)C1=CC2=CC=CC=C2C=C1)C(=O)N1CCN(CC1)C1COC1